CN(S(=O)(=O)C1=CC=C(C=C1)C=1N=C(SC1)NC1=CC=C(C=C1)S(=O)(=O)C)C N,N-dimethyl-4-(2-((4-(methylsulfonyl)phenyl)amino)thiazol-4-yl)benzenesulfonamide